COC1=C(C=CC=C1)NC1N(C(=NC(=N1)N)N1CCCC1)C1=C(C=CC=C1)OC N,N1-Bis-(2-methoxyphenyl)-6-pyrrolidin-1-yl-[1,3,5]triazine-2,4-diamine